C1(CCC1)NC1=NC=C2N=C(N(C2=N1)C1CCC(CC1)C(=O)N)NC1=C(C=CC=C1F)F (1s,4s)-4-(2-(cyclobutylamino)-8-(2,6-difluorophenylamino)-9H-purin-9-yl)cyclohexanecarboxamide